2-{2-((2-(1-(3-methoxyphenyl)-6,7-dihydro-1H-[1,4]dioxino[2',3':4,5]benzo[1,2-d]imidazol-2-yl)ethyl)amino)ethyl}-N-((3-methoxypyridin-2-yl)methyl)oxazole-4-carboxamide COC=1C=C(C=CC1)N1C(=NC2=C1C=C1C(=C2)OCCO1)CCNCCC=1OC=C(N1)C(=O)NCC1=NC=CC=C1OC